naphthylmethyl-naphthol C1(=CC=CC2=CC=CC=C12)CC1=C(C2=CC=CC=C2C=C1)O